C1C(CC12CCC2)C2=NC=NO2 5-(spiro[3.3]heptan-2-yl)-1,2,4-oxadiazol